FC1=C2C(C(=O)OC2=O)=CC=C1F 3,4-difluorophthalic anhydride